(4-chloro-1-cyclopropylimidazol-5-yl)methanol ClC=1N=CN(C1CO)C1CC1